ClC1=NC=C(C(=N1)OC1=NC=2C=CC3=C(C2N=C1)C1=C(S3)C(N[C@@H](CN1)C)=O)C(=O)N1CCCC1 (R)-3-((2-chloro-5-(pyrrolidine-1-carbonyl)pyrimidin-4-yl)oxy)-10-methyl-9,10,11,12-tetrahydro-8H-[1,4]diazepino[5',6':4,5]thieno[3,2-f]quinoxalin-8-one